C(C)OC(=O)C1=NC(=C(N=C1N1CCC(CC1)(C)C(CF)NC(=O)OC(C)(C)C)C)Br 6-bromo-3-(4-(1-((tert-butoxycarbonyl)amino)-2-fluoroethyl)-4-methylpiperidin-1-yl)-5-methylpyrazine-2-carboxylic acid ethyl ester